(R)-N-(1-(3-(2-cyclopropylpyridin-4-yl)-1,2,4-thiadiazol-5-yl)ethyl)-1-methyl-3-(trifluoromethyl)-1H-pyrazole-5-carboxamide C1(CC1)C1=NC=CC(=C1)C1=NSC(=N1)[C@@H](C)NC(=O)C1=CC(=NN1C)C(F)(F)F